NC(C(CC=1C(NC2=CC=C(C=C2C1)C)=O)NC([C@H](CC1=C(C=C(C(=C1)F)F)F)NC(OC(C)(C)C)=O)=O)=O tert-Butyl ((2S)-1-((1-amino-3-(6-methyl-2-oxo-1,2-dihydroquinolin-3-yl)-1-oxopropan-2-yl)amino)-1-oxo-3-(2,4,5-trifluorophenyl)propan-2-yl)carbamate